C[Si](OC[C@H]1[C@@H](C[C@@H]2O[C@H](CCC[C@@H]21)CCC(=O)OC(C)C)OC2OCCCC2)(C(C)(C)C)C 2-propanyl 3-[(2R,5aR,6S,7R,8aS)-6-({[dimethyl(2-methyl-2-propanyl)silyl]oxy}methyl)-7-(tetrahydro-2H-pyran-2-yloxy)octahydro-2H-cyclopenta[b]oxepin-2-yl]propanoate